2-[(6-chloro-2-methyl-1,3-benzoxazol-5-yl)methyl]-4,4-dimethyl-isoxazolidin-3-one ClC1=CC2=C(N=C(O2)C)C=C1CN1OCC(C1=O)(C)C